(R)-N-(4-((2-((5-(tert-butyl)-1-(1-(2-fluoroethyl)pyrrolidin-3-yl)-1H-pyrazol-3-yl)amino)-7-methoxy-1-methyl-1H-imidazo[4,5-b]pyridin-6-yl)oxy)pyridin-2-yl)cyclopropanecarboxamide C(C)(C)(C)C1=CC(=NN1[C@H]1CN(CC1)CCF)NC=1N(C=2C(=NC=C(C2OC)OC2=CC(=NC=C2)NC(=O)C2CC2)N1)C